(1R,3R)-1-[2,6-difluoro-4-[1-[(1-fluorocyclopropyl)methyl]azetidin-3-yl]oxy-phenyl]-2-(2-fluoro-2-methyl-propyl)-3-methyl-1,3,4,9-tetrahydropyrido[3,4-b]indole FC1=C(C(=CC(=C1)OC1CN(C1)CC1(CC1)F)F)[C@H]1N([C@@H](CC2=C1NC1=CC=CC=C21)C)CC(C)(C)F